dimethyl-silane titanium (III) [Ti+3].C[SiH2]C